C(C(C)(C)C)(=O)NC1=C(C=CC=C1)B(O)O 2-(pivalamido)phenylboronic acid